ClC=1N=CC(=NC1)S(=O)(=O)NC=1C(=CC=C2C=CC=NC12)Cl 5-chloro-N-(7-chloroquinolin-8-yl)pyrazine-2-sulfonamide